C1(CCC1)CN1C(N(C(C1=O)=O)C1CC2(CC(C2)OC2=NC=CC=C2C(=O)N)C1)=O 2-{[(αr)-6-[3-(cyclobutylmethyl)-2,4,5-trioxoimidazolidin-1-yl]spiro[3.3]heptane-2-yl]oxy}pyridine-3-carboxamide